COC(=O)C=1C=C(C2=C(C=C(O2)CBr)C1)I.N(N)C(CN1C(=O)N(C(=O)C1)CC(C(=O)O)NN)C(=O)O 1,3-bis(hydrazinocarboxyethyl)hydantoin methyl-2-(bromomethyl)-7-iodobenzofuran-5-carboxylate